(S)-6-(2-amino-4,4,4-trifluorobutyl)-7-bromo-N-(pyridin-4-ylmethyl)thieno[3,2-d][1,2,3]triazin-4-amine N[C@H](CC1=C(C=2N=NN=C(C2S1)NCC1=CC=NC=C1)Br)CC(F)(F)F